5-(chlorometh-yl)-3-ethyl-1,2,4-oxadiazole ClCC1=NC(=NO1)CC